NC=1OC2=C(N1)C(=C(C=C2)C2=NN(C1=NC(=NC(=C12)N)N)[C@H](CC(C)C)C)F 3-(2-amino-4-fluoro-benzooxazol-5-yl)-1-((S)-1,3-dimethyl-butyl)-1H-pyrazolo[3,4-d]pyrimidin-4,6-diamin